tetrahydro-2H-pyran-4-yl cis-2-(biphenyl-3-ylmethyl)-3-((methylsulfonyl)amino)piperidine-1-carboxylate C1(=CC(=CC=C1)C[C@@H]1N(CCC[C@@H]1NS(=O)(=O)C)C(=O)OC1CCOCC1)C1=CC=CC=C1